1-azido-3,6,9,12-tetraoxapentadecan-15-oic acid N(=[N+]=[N-])CCOCCOCCOCCOCCC(=O)O